COC(=O)C1=NN(C=C1C1=NC=CC=N1)C 1-methyl-4-(pyrimidin-2-yl)-1H-pyrazole-3-carboxylic acid methyl ester